N1(CCCC2=NC=CC=C12)C1=NNC2=NC(=CN=C21)N2CCC1(CC2)[C@@H](C2=CC=CC=C2C1)N (S)-1'-(3-(3,4-dihydro-1,5-naphthyridin-1(2H)-yl)-1H-pyrazolo[3,4-b]pyrazin-6-yl)-1,3-dihydrospiro[indene-2,4'-piperidin]-1-amine